N2-[2-(4-methoxythiophen-3-yl)[1,2,4]triazolo[1,5-c]quinazolin-5-yl]-N-methyl-D-norvalinamide COC=1C(=CSC1)C1=NN2C(=NC=3C=CC=CC3C2=N1)N[C@H](CCC)C(=O)NC